(t-butyl)dimethylsilane C(C)(C)(C)[SiH](C)C